FC1=CC2=CC=C(C=C2C=C1)OCOC 2-fluoro-6-(methoxymethoxy)naphthalene